C(C1=CC=CC=C1)N1N=C(C=2C1=NC(=CC2Br)C)C 1-benzyl-4-bromo-3,6-dimethyl-1H-pyrazolo[3,4-b]Pyridine